2-carboxy-4,6-dinitrochlorobenzene C1=C(C=C(C(=C1C(=O)O)Cl)[N+](=O)[O-])[N+](=O)[O-]